2-(4-methoxyphenyl)-8,8-dimethyl-4H,8H-pyrano[2,3-f]chromen-4-one COC1=CC=C(C=C1)C1=CC(C=2C(=C3C=CC(OC3=CC2)(C)C)O1)=O